4-(2-{[(4aS,7aR)-1-(2,2-difluoroethyl)-octahydro-1H-cyclopenta[b]pyridin-4a-yl]methoxy}-8-fluoro-4-(1,4-oxazepan-4-yl)pyrido[4,3-d]pyrimidin-7-yl)-5-ethynyl-6-fluoronaphthalen-2-ol FC(CN1[C@H]2[C@@](CCC1)(CCC2)COC=2N=C(C1=C(N2)C(=C(N=C1)C1=CC(=CC2=CC=C(C(=C12)C#C)F)O)F)N1CCOCCC1)F